(3r,4s)-4-(4-chloro-2-fluoro-anilino)-3-methyl-piperidine-1-carboxylic acid tert-butyl ester C(C)(C)(C)OC(=O)N1C[C@H]([C@H](CC1)NC1=C(C=C(C=C1)Cl)F)C